C(C1=CC=CC=C1)[Si]1(CCC1)C 1-benzyl-1-methyl-silacyclobutane